C(C)[C@@H]1N(C[C@H](N(C1)C(C)C1=CC2=C(N=C(S2)C)C=C1F)CC)C=1C=2N(N(C(C1)=O)C)C=C(N2)CC#N 2-(8-((2s,5r)-2,5-diethyl-4-(1-(5-fluoro-2-methylbenzo[d]thiazol-6-yl)ethyl)piperazin-1-yl)-5-methyl-6-oxo-5,6-dihydroimidazo[1,2-b]pyridazin-2-yl)acetonitrile